(2R,3R,4S,5S,6R)-2-((benzoyloxy)methyl)-6-((bis(benzyloxy)phosphaneyl)oxy)tetrahydro-2H-pyran-3,4,5-triyl tribenzoate C(C1=CC=CC=C1)(=O)O[C@@H]1[C@H](O[C@@H]([C@H]([C@H]1OC(C1=CC=CC=C1)=O)OC(C1=CC=CC=C1)=O)OP(OCC1=CC=CC=C1)OCC1=CC=CC=C1)COC(C1=CC=CC=C1)=O